3-(4-tolyl)-1,2,4-oxadiazole-5-carboxylic acid methyl ester COC(=O)C1=NC(=NO1)C1=CC=C(C=C1)C